COC1=CC=C(C=C1)CCC(N)C(=O)O 2-(p-methoxyphenylethyl)glycine